F[Sb-](F)(F)(F)(F)F.C1(=CC=CC=C1)[I+]C1=CC=CC=C1 diphenyliodonium hexafluoroantimonate salt